(S,E)-N7-(1-((7-((2,4-difluorobenzyl)oxy)-1H-benzo[d]imidazol-2-yl)methyl)-2-oxo-1,2-dihydropyridin-3-yl)-6-(4,4-difluorocyclohexane-1-carboxamido)-N1,N1-dimethylhept-2-enediamide FC1=C(COC2=CC=CC3=C2NC(=N3)CN3C(C(=CC=C3)NC([C@H](CC/C=C/C(=O)N(C)C)NC(=O)C3CCC(CC3)(F)F)=O)=O)C=CC(=C1)F